ClC=1C(=NC(=NC1)NC1CCOCC1)C1=CC=C2CN(C(C2=C1)=O)[C@@H](C(=O)N[C@H]([C@H](C)O)C1=NC(=C(C=C1)F)C)C (2R)-2-(6-{5-chloro-2-[(oxan-4-yl)amino]pyrimidin-4-yl}-1-oxo-2,3-dihydro-1H-isoindol-2-yl)-N-[(1S,2S)-1-(5-fluoro-6-methylpyridin-2-yl)-2-hydroxypropyl]propanamide